BrC1=NC=CC(=C1)CN(C1CC1)CCO[Si](C)(C)C(C)(C)C N-[(2-bromo-4-pyridyl)methyl]-N-[2-[tert-butyl(dimethyl)silyl]oxyethyl]cyclopropanamine